(7,8-difluoro-1-naphthyl) trifluoromethylsulfonate FC(F)(F)S(=O)(=O)OC1=CC=CC2=CC=C(C(=C12)F)F